ClC1=CC=C(C=C1)C1=C(C=CC=C1)CN1CCN(CC1)C1=CC=C(C(=O)N)C=C1 4-(4-((4'-chloro-[1,1'-biphenyl]-2-yl)methyl)piperazin-1-yl)benzamide